methyl (R)-2-((1-(6-chloro-2-(4,4-difluoropiperidin-1-yl)-3-methyl-4-oxo-3,4-dihydroquinazolin-8-yl)ethyl)amino)benzoate ClC=1C=C2C(N(C(=NC2=C(C1)[C@@H](C)NC1=C(C(=O)OC)C=CC=C1)N1CCC(CC1)(F)F)C)=O